4-((3R,5S)-4-acryloyl-3,5-dimethylpiperazin-1-yl)-6,7-dichloro-1-(2-isopropyl-4-methyl-pyridin-3-yl)-2-oxo-1,2-dihydro-1,8-naphthyridine-3-carbonitrile C(C=C)(=O)N1[C@@H](CN(C[C@@H]1C)C1=C(C(N(C2=NC(=C(C=C12)Cl)Cl)C=1C(=NC=CC1C)C(C)C)=O)C#N)C